(3aR,5R,6aS)-5-(((tert-butyldiphenyl-silyl)oxy)methyl)-2,2-dimethyldihydrofuro[2,3-d][1,3]dioxol-6(5H)-one C(C)(C)(C)[Si](OC[C@@H]1C([C@@H]2[C@@H](OC(O2)(C)C)O1)=O)(C1=CC=CC=C1)C1=CC=CC=C1